N=1C=NN2C=NC3=C(C21)C=CN3 7H-pyrrolo[3,2-e][1,2,4]triazolo[1,5-c]pyrimidin